N[C@@H]1CN(CC[C@@H]1O)C1=NC2=C(N1CC1=NC=C(C#N)C=C1)C=C(C=C2)F 6-((2-((3R,4S)-3-Amino-4-hydroxypiperidin-1-yl)-6-fluoro-1H-benzo[d]imidazol-1-yl)methyl)nicotinonitril